3-hydroxy-2-oxovalerate OC(C(C(=O)[O-])=O)CC